4-[5-cyano-6-[[2-fluoro-5-(trifluoromethyl)phenyl]methoxy]-2-(trifluoromethyl)pyridine-3-carbonyl]-N-ethyl-piperazine-1-sulfonamide C(#N)C=1C=C(C(=NC1OCC1=C(C=CC(=C1)C(F)(F)F)F)C(F)(F)F)C(=O)N1CCN(CC1)S(=O)(=O)NCC